((2-(((S)-3,3-dimethyl-1-oxo-1-((S)-2-((5-phenylthiophen-2-yl)carbamoyl)pyrrolidin-1-yl)butan-2-yl)carbamoyl)benzo[b]thiophen-5-yl)difluoromethyl)phosphonic acid CC([C@@H](C(N1[C@@H](CCC1)C(NC=1SC(=CC1)C1=CC=CC=C1)=O)=O)NC(=O)C1=CC2=C(S1)C=CC(=C2)C(F)(F)P(O)(O)=O)(C)C